(E)-1,1'-(but-2-ene-1,4-diyl)bis(2-amino-7-(3-morpholinopropoxy)-1H-benzo[d]imidazole-5-carboxamide), dihydrobromide Br.Br.C(\C=C\CN1C(=NC2=C1C(=CC(=C2)C(=O)N)OCCCN2CCOCC2)N)N2C(=NC1=C2C(=CC(=C1)C(=O)N)OCCCN1CCOCC1)N